N-(2-ethyl-7-methylchroman-4-yl)-2-oxo-6-(trifluoromethyl)-1,2-dihydropyridine-3-carboxamide C(C)C1OC2=CC(=CC=C2C(C1)NC(=O)C=1C(NC(=CC1)C(F)(F)F)=O)C